2-(tert-butylazo)-2-methylbutyronitrile C(C)(C)(C)N=NC(C#N)(CC)C